Cl.N[C@H]1COCC[C@H]1O (3S,4R)-3-aminooxacyclohexane-4-ol hydrochloride